C(CCCCCCCCCCCCCCC)(=O)NC1CC1 Hexadecanoyl-cyclopropylamine